2-(2-((2,2,2-trifluoroethyl)amino)pyridin-4-yl)-1,3-oxazole-4-carboxamide FC(CNC1=NC=CC(=C1)C=1OC=C(N1)C(=O)N)(F)F